(2,5,6-trifluoropyrimidin-4-yl)acetonitrile FC1=NC(=C(C(=N1)CC#N)F)F